FC1=C(C(=C(C(=C1[B-](C1=C(C(=C(C(=C1F)F)F)F)F)(C1=C(C(=C(C(=C1F)F)F)F)F)C1=C(C(=C(C(=C1F)F)F)F)F)F)F)F)F.C1(=CC=CC=C1)[Bi+]C1=CC=CC=C1 diphenyl-bismuth tetrakis(pentafluorophenyl)borate